ClC=1C=CC=C2CCC(CC12)N1CC2=C(CC1C)N=C(N2)C2=C(C=CC=C2)Cl 5-(8-chloro-1,2,3,4-tetrahydronaphthalen-2-yl)-2-(2-chlorophenyl)-6-methyl-4,5,6,7-tetrahydro-3H-imidazo[4,5-c]pyridine